CN1CCS(OC1)(=O)=O 5-methyl-1,2,5-oxathiazinan-2,2-dioxide